COC1=CC=C(CN(S(=O)(=O)C2=C(C=CC(=C2C=2N=NN(N2)CC2=CC=C(C=C2)OC)N2C(C(CCC2)O)=O)S(=O)(=O)N[C@H]2CN(CC2)C(=O)OC(C)(C)C)CC2=CC=C(C=C2)OC)C=C1 (3R)-tert-butyl 3-(2-(N,N-bis(4-methoxybenzyl)sulfamoyl)-4-(3-hydroxy-2-oxopiperidin-1-yl)-3-(2-(4-methoxybenzyl)-2H-tetrazol-5-yl)phenyl sulfonamido)pyrrolidine-1-carboxylate